C(C)OC(CC1CC2(C1)CNCC2)=O 2-(6-azaspiro[3.4]oct-2-yl)acetic acid ethyl ester